4-Bromo-5-cyclopropyl-1-methyl-2-[2-methyl-6-(propan-2-yl)-2H-pyrazolo[3,4-b]pyridin-5-yl]-1H-imidazole BrC=1N=C(N(C1C1CC1)C)C1=CC=2C(N=C1C(C)C)=NN(C2)C